2-(1,2,3,4-tetrahydronaphthalen-1-yl)acetic acid C1(CCCC2=CC=CC=C12)CC(=O)O